COC1=C2C(=NC=C1NC(C=C)=O)N(C=C2)CC2=CC=C(C=C2)C(F)(F)F N-(4-methoxy-1-(4-(trifluoromethyl)benzyl)-1H-pyrrolo[2,3-b]pyridin-5-yl)acrylamide